rac-(1r,2r,4s,5r,6s)-6-hydroxy-N-(2-methoxy-5-(trifluoromethyl)phenyl)-4-(1-methyl-3-(trifluoromethyl)-1H-pyrazol-4-yl)-8-oxatricyclo[3.2.1.02,4]octane-2-carboxamide O[C@@H]1[C@H]2[C@@]3(C[C@@]3([C@@H](C1)O2)C(=O)NC2=C(C=CC(=C2)C(F)(F)F)OC)C=2C(=NN(C2)C)C(F)(F)F |r|